C1(CC1)C=1C=C2[C@@H](N(C(C2=CC1)=O)CC1=CC2=C(NC(O2)=O)C=C1)C (S)-6-((5-cyclopropyl-3-methyl-1-oxoisoindolin-2-yl)methyl)benzo[d]oxazol-2(3H)-one